(2s,4s)-2-(4-(4-(pentafluoro-λ6-sulfanyl)phenyl)piperidine-1-carbonyl)-7-oxa-5-azaspiro[3.4]octan-6-one FS(C1=CC=C(C=C1)C1CCN(CC1)C(=O)C1CC2(C1)NC(OC2)=O)(F)(F)(F)F